[1,1'-biphenyl]-4-yl-4'-d dodecanoate C(CCCCCCCCCCC)(=O)OC1=CC=C(C=C1)C1=CC=C(C=C1)[2H]